Cl.NC1CC(C1)C#N (1r,3r)-3-aminocyclobutane-1-carbonitrile hydrochloride